2-[(4-ethylphenyl)ethynyl]-3-methyl-5-(4-propylphenyl)thieno[3,2-b]thiophene C(C)C1=CC=C(C=C1)C#CC1=C(C2=C(S1)C=C(S2)C2=CC=C(C=C2)CCC)C